C(C=C)(=O)OC(C)COC(C=C)=O monopropylene glycol diacrylate